ClC1=CC=CC2=C1N(C=N2)CC2=CC=C(C=C2)C2=NOC(=N2)C(F)(F)F 3-[4-[(7-chlorobenzimidazol-1-yl)methyl]phenyl]-5-(trifluoromethyl)-1,2,4-oxadiazole